N1(CCOCC1)C1=C(C=O)C=CC(=C1)C(F)(F)F 2-morpholinyl-4-(trifluoromethyl)benzaldehyde